C1(CC1)C=1C(NC=2C=C(C=NC2C1)CN1C(CC(=CC1([2H])[2H])C=1C=NC(=CC1)C(=O)NC)([2H])[2H])=O 1'-((7-cyclopropyl-6-oxo-5,6-dihydro-1,5-naphthyridin-3-yl)methyl)-N-methyl-1',2',3',6'-tetrahydro-[3,4'-bipyridine]-2',2',6',6'-d4-6-carboxamide